azobis(2-aminopropane) dihydrochloride Cl.Cl.N(=NCC(C)N)CC(C)N